2-(3,5-dibromo-4-((4-oxo-3,4-dihydro-phthalazin-1-yl)oxy)phenyl)-3,5-dioxo-2,3,4,5-tetrahydro-1,2,4-triazin-6-carbonitrile BrC=1C=C(C=C(C1OC1=NNC(C2=CC=CC=C12)=O)Br)N1N=C(C(NC1=O)=O)C#N